tert-Butyl 4-(6-chloro-3,4-dihydro-2H-benzo[b][1,4]oxazin-3-yl)piperidine-1-carboxylate ClC1=CC2=C(OCC(N2)C2CCN(CC2)C(=O)OC(C)(C)C)C=C1